C(=O)O.C(#N)C=1C(=NC=C(C1C1=CC(=C(C=C1)C#N)F)C1=CC(=C(C=C1)OCC(C)(C)O)O)N1CCC(CC1)NCC1=CC=C(C=C1)\C=C(\C(=O)NO)/F (Z)-3-(4-(((1-(3-Cyano-4-(4-cyano-3-fluorophenyl)-5-(3-hydroxy-4-(2-hydroxy-2-methylpropoxy)phenyl)pyridin-2-yl)piperidin-4-yl)amino)methyl)phenyl)-2-fluoro-N-hydroxyacrylamide formate